OCC1=CC(NC(N1C)=O)=O 6-hydroxymethyl-1-methyl-2,4-pyrimidinedione